CS(=O)(=O)N1CCC(CC1)NC1=CC=NC=C1 N-(1-(methylsulfonyl)piperidin-4-yl)pyridin-4-amine